CC1=NC2=C(C=CC=C2C=C1)C 2,8-dimethylquinoline